OC=1C=C(C=CC1O)C1(OC2=C(CC1)C=CC=C2)OC2C(OC1=C(C2)C(=CC(=C1)O)O)C1=CC(=C(C=C1)O)O 2-(3,4-Dihydroxyphenyl)-2-[[2-(3,4-dihydroxyphenyl)-3,4-dihydro-5,7-dihydroxy-2H-1-benzopyran-3-yl]oxy]-3,4-dihydro-2H-1-benzopyran